N'-(3-fluoro-2-chlorophenyl)-2,2-dimethyl-2H-chromene-6-carbohydrazide FC=1C(=C(C=CC1)NNC(=O)C=1C=C2C=CC(OC2=CC1)(C)C)Cl